(S)-tert-butyl (2-azido-1-(3-chloro-5-fluoro phenyl)ethyl)carbamate N(=[N+]=[N-])C[C@H](C1=CC(=CC(=C1)F)Cl)NC(OC(C)(C)C)=O